(2-oxo-bornane-3-ylidene)-toluene-4-sulfonic acid O=C1C2(CCC(C1=CC1=CC=C(C=C1)S(=O)(=O)O)C2(C)C)C